8-(6-(3-((dimethylamino)methyl)pyrrolidin-1-yl)pyridin-3-yl)-7-fluoro-1-isopropyl-3-methyl-1H-imidazo[4,5-c]cinnolin-2(3H)-one CN(C)CC1CN(CC1)C1=CC=C(C=N1)C1=CC=2C3=C(N=NC2C=C1F)N(C(N3C(C)C)=O)C